[2-chloro-4-[[3-[3-(trifluoromethyl)-1H-pyrazol-4-yl]imidazo[1,2-a]pyrazin-8-yl]amino]phenyl]-[4-[(3S,4S)-3-hydroxypiperidine-4-carbonyl]piperazin-1-yl]methanone ClC1=C(C=CC(=C1)NC=1C=2N(C=CN1)C(=CN2)C=2C(=NNC2)C(F)(F)F)C(=O)N2CCN(CC2)C(=O)[C@@H]2[C@@H](CNCC2)O